3-amino-3-[(3-hydroxy-1-methoxy-1-oxopropan-2-yl)carbamoyl]propionic acid NC(CC(=O)O)C(NC(C(=O)OC)CO)=O